1-(tertbutyl) 2-methyl (2S)-5-(4-ethoxy-2,4-dioxobutyl)pyrrolidine-1,2-dicarboxylate C(C)OC(CC(CC1CC[C@H](N1C(=O)OC(C)(C)C)C(=O)OC)=O)=O